(E)-2-amino-5-(3-(3-amino-3-oxoprop-1-en-1-yl)-1H-pyrrolo[2,3-b]pyridin-5-yl)-N,N-dimethylbenzamide NC1=C(C(=O)N(C)C)C=C(C=C1)C=1C=C2C(=NC1)NC=C2\C=C\C(=O)N